CC(C)(C)[S@](=O)N[C@H](C)C1=CC(=CC=C1)S(F)(F)(F)(F)F (S)-2-methyl-N-((R)-1-(3-(pentafluorosulfanyl)phenyl)ethyl)propane-2-sulfinylamine